9-(phenylthio)nonyl-acrylic acid C1(=CC=CC=C1)SCCCCCCCCCC(C(=O)O)=C